C1(CC1)SC=1N=C2N(N1)[C@@H](C[C@@H]2F)C2=CC=CC=C2 (5S,7S)-2-(cyclopropylsulfanyl)-7-fluoro-5-phenyl-6,7-dihydro-5H-pyrrolo[1,2-b][1,2,4]triazole